FC=1C=C(C(=O)N)C=CC1CO 3-fluoro-4-(hydroxymethyl)benzamide